2-[[1-(5-cyano-3-pyridyl)cyclopropanecarbonyl]amino]-4-[[3-fluoro-2-methoxy-propyl]-[4-(5,6,7,8-tetrahydro-1,8-naphthyridin-2-yl)butyl]amino]butanoic acid C(#N)C=1C=C(C=NC1)C1(CC1)C(=O)NC(C(=O)O)CCN(CCCCC1=NC=2NCCCC2C=C1)CC(CF)OC